4-[6-(1-cyano-1-methylethyl)pyrazolo[1,5-a]pyridin-3-yl]-N-cyclopropyl-2-methoxy-6-(2-methoxyethoxy)benzamide C(#N)C(C)(C)C=1C=CC=2N(C1)N=CC2C2=CC(=C(C(=O)NC1CC1)C(=C2)OCCOC)OC